5-chloro-2-(difluoromethyl)-N-((1r,4r)-4-((2-oxo-2,3-dihydro-1H-imidazo[4,5-b]pyridin-1-yl)methyl)cyclohexyl)nicotinamide ClC=1C=NC(=C(C(=O)NC2CCC(CC2)CN2C(NC3=NC=CC=C32)=O)C1)C(F)F